triethoxysilylmethylmethanethiosulfonate C(C)O[Si](OCC)(OCC)CCS(=O)([O-])=S